N1C=C(C2=CC=CC=C12)CCNC(C1=C(C=CC(=C1)OC)NC1=CC(=C(C(=C1)OC)OC)OC)=O N-(2-(1H-indol-3-yl)ethyl)-5-methoxy-2-((3,4,5-trimethoxyphenyl)amino)benzamide